NC=1C=C(C(=O)C2=CC=C(C=C2)CCCCCCCCCC)C=C(C1)N 3,5-diamino-4'-n-decyl-benzophenone